C(=O)(O)[C@@H](O)[C@H](O)C(=O)O.CN[C@@H](CC1=CC=CC=C1)C (R)-N-methyl-1-phenylpropan-2-amine D-tartrate